(S)-1-(4-((1-(5-(3-cyano-5-fluorophenyl)-4,5-dihydro-1H-pyrazole-1-carbonyl)azetidin-3-yl)oxy)-5-fluoropyridin-2-yl)-2,5-dimethyl-1H-imidazole-4-carbonitrile C(#N)C=1C=C(C=C(C1)F)[C@@H]1CC=NN1C(=O)N1CC(C1)OC1=CC(=NC=C1F)N1C(=NC(=C1C)C#N)C